N-(4-chloro-1-(4-(trifluoromethyl)benzyl)-1H-indazol-3-yl)-4-methylthiazole-5-carboxamide ClC1=C2C(=NN(C2=CC=C1)CC1=CC=C(C=C1)C(F)(F)F)NC(=O)C1=C(N=CS1)C